C1(=CC=CC=C1)C=1N=C2N(C=CN=C2)C1NC=1C=C(C(C(=O)O)=CC1)C(=O)O 4-((2-Phenylimidazo[1,2-a]pyrazin-3-yl)amino)phthalic acid